2-{4-[2-[1-(acetylamino)-1-methylethyl]-6-chloro-5-(trifluoromethyl)-1H-benzimidazol-1-yl]phenyl}ethyl (4-methylphenyl)sulfonylcarbamate CC1=CC=C(C=C1)S(=O)(=O)NC(OCCC1=CC=C(C=C1)N1C(=NC2=C1C=C(C(=C2)C(F)(F)F)Cl)C(C)(C)NC(C)=O)=O